Octanoyl-L-Carnitine CCCCCCCC(=O)O[C@H](CC(=O)[O-])C[N+](C)(C)C